C1(=CC=CC=C1)C1CNCC1 3-phenyl-pyrrolidine